ClC1=CC(=C(C=N1)C1=NC=CN=C1)F 2-(6-chloro-4-fluoropyridin-3-yl)pyrazine